1-benzyl-N-[4-methyl-5-oxo-2-(pyrazol-1-ylmethyl)-7,8-dihydro-6H-pyrazolo[1,5-a][1,3]diazepin-6-yl]-1,2,4-triazole-3-carboxamide C(C1=CC=CC=C1)N1N=C(N=C1)C(=O)NC1C(N(C=2N(CC1)N=C(C2)CN2N=CC=C2)C)=O